[N+](=O)([O-])C1=CC=CC=2N=NNC(C21)=O 5-nitrobenzo[d][1,2,3]triazin-4(3H)-one